C1(=CC=CC=C1)C1=NC(=CC(=N1)C1=C(N=NN1)C#N)N1CCCCC1 5-(2-phenyl-6-{piperidin-1-yl}-pyrimidin-4-yl)-1H-[1,2,3]triazole-4-carbonitrile